Z-L-glutamic acid tert-butyl ester C(C)(C)(C)OC([C@@H](N)CCC(=O)O)=O